3,5-dimethyl-4-isoxazolecarboxylic acid CC1=NOC(=C1C(=O)O)C